N1(CCNCC1)C(CCCCCCCC(=O)N1CCNCC1)=O 1,9-bis(piperazin-1-yl)nonane-1,9-dione